CC1=CC=CC(=N1)C(=O)NCC1=NOC(C1)C(=O)N 3-((6-methylpicolinamido)methyl)-4,5-dihydroisoxazole-5-carboxamide